NC1=NC=2C=C(C(=CC2C2=C1C=NN2C)C(=O)N2N(CC(C2)(C)OC)C2=NC=CC=C2F)C (4-amino-1,7-dimethyl-1H-pyrazolo[4,3-c]quinolin-8-yl)(2-(3-fluoropyridin-2-yl)-4-methoxy-4-methylpyrazolin-1-yl)methanone